N1=CC(=CC=C1)C1(CCCCC1)N pyridin-3-yl-cyclohexanamine